(S)-6-((R)-1-hydroxyethyl)-2,2-dimethylmorpholine-4-carboxylic acid tert-butyl ester C(C)(C)(C)OC(=O)N1CC(O[C@@H](C1)[C@@H](C)O)(C)C